N-(3-((2-((4-((3-methylisothiazol-5-yl)amino)phenyl)amino)-5,7-dihydrofuro[3,4-d]pyrimidine-4-yl)oxy)phenyl)acrylamide CC1=NSC(=C1)NC1=CC=C(C=C1)NC=1N=C(C2=C(N1)COC2)OC=2C=C(C=CC2)NC(C=C)=O